OC1=CC=C(C=C1)S(=O)(=O)C=1N([C@H]2[C@H](O)[C@H](O)[C@@H](CO)O2)C=2N=C(NC(C2N1)=O)N 8-(4-Hydroxyphenylsulfonyl)-guanosine